C(CCCCCCCC(=O)OC1=CC=C(C=C1)CC(OCCC1CCN(CC1)CCSSCCN1CCC(CC1)CCOC(CC1=CC=C(C=C1)OC(CCCCCCCCCC)=O)=O)=O)(=O)OC(CCCCCCCC)CCCCCCCC 1-(heptadecan-9-yl) 9-(4-(2-oxo-2-(2-(1-(2-((2-(4-(2-(2-(4-(undecanoyloxy)phenyl)acetoxy)ethyl)piperidin-1-yl)ethyl)disulfaneyl)ethyl)piperidin-4-yl)ethoxy)ethyl)phenyl) nonanedioate